ClC=1C(=C(C=CC1F)[C@@H](NC(=O)[C@@H]1CNC(O1)=O)C1CC2C(C2C1)(F)F)F (S)-N-((S)-(3-chloro-2,4-difluorophenyl)((trans)-6,6-difluorobicyclo[3.1.0]hexan-3-yl)methyl)-2-oxooxazolidine-5-carboxamide